(4S)-3-benzyloxycarbonyl-2-isopropyloxazolidine-4-carboxylic acid C(C1=CC=CC=C1)OC(=O)N1C(OC[C@H]1C(=O)O)C(C)C